N1=CC=C(C=C1)OC1CC(C1)OC1CCN(CC1)C(=O)OC(C)(C)C tert-butyl 4-[3-(4-pyridyloxy)cyclobutoxy]piperidine-1-carboxylate